(3-(2-((6-methoxypyridin-3-yl)amino)-8,9-dihydroimidazo[1',2':1,6]pyrido[2,3-d]pyrimidin-6-yl)-4-methylphenyl)-4-(trifluoromethyl)picolinamide COC1=CC=C(C=N1)NC=1N=CC2=C(N1)N1C(C(=C2)C=2C=C(C=CC2C)C=2C(=NC=CC2C(F)(F)F)C(=O)N)=NCC1